C(C)C=1C(=CC=C2C=C(C=C(C12)C1=C(C=C2C(=NC(=NC2=C1F)OC[C@]12CCCN2C[C@@H](C1)F)N1C[C@@](CCC1)(O)C)F)O)F (3R)-1-(7-(8-ethyl-7-fluoro-3-hydroxynaphthalen-1-yl)-6,8-difluoro-2-(((2R,7aS)-2-fluorotetrahydro-1H-pyrrolizin-7a(5H)-yl)methoxy)quinazolin-4-yl)-3-methylpiperidin-3-ol